2-ethenyl-4,4-diethyl-1,3-oxazolin-5-one C(=C)C=1OC(C(N1)(CC)CC)=O